N-((1S)-1-(4-chlorocyclohexyl)-2-((4-((S)-2-methoxy-1-((S)-2-oxo-4-(trifluoromethyl)imidazolidin-1-yl)ethyl)pyridin-2-yl)amino)-2-oxoethyl)-4-ethyl-1,2,5-oxadiazole-3-carboxamide ClC1CCC(CC1)[C@@H](C(=O)NC1=NC=CC(=C1)[C@@H](COC)N1C(N[C@@H](C1)C(F)(F)F)=O)NC(=O)C1=NON=C1CC